COC(=O)C1CC2=C(SC(=C2C(C2=CC(=CC(=C2)F)F)=O)NC(CBr)=O)C1 2-(2-Bromoacetamido)-3-(3,5-difluorobenzoyl)-4H,5H,6H-cyclopenta[b]thiophene-5-carboxylic acid methyl ester